C(CCC)(=O)O C1-Butanoic acid